ethyl 2-amino-6-bromo-4-(1-cyano-2-ethoxy-2-oxoethyl)-4H-chromene-3-carboxylate NC=1OC2=CC=C(C=C2C(C1C(=O)OCC)C(C(=O)OCC)C#N)Br